N-[5-[4-(2-tricyclo[9.4.0.03,8]pentadeca-1(11),3(8),4,6,12,14-hexaenyl)piperazine-1-carbonyl]-3-pyridyl]acetamide C1=2C(C=3C=CC=CC3CCC2C=CC=C1)N1CCN(CC1)C(=O)C=1C=C(C=NC1)NC(C)=O